(S)-N-(4-bromo-2,3-dihydro-1H-inden-1-yl)-5-(1,3-dioxan-2-yl)-6-methoxy-3-(trifluoromethyl)pyrazin-2-amine BrC1=C2CC[C@@H](C2=CC=C1)NC1=NC(=C(N=C1C(F)(F)F)C1OCCCO1)OC